azetidin-1-yl-[(4S)-7-chloro-6-(2,6-difluorophenyl)-4-methyl-8-(trifluoromethyl)-4H-[1,2,4]triazolo[1,5-a][1,4]benzodiazepin-2-yl]methanone N1(CCC1)C(=O)C1=NN2C([C@@H](N=C(C3=C2C=CC(=C3Cl)C(F)(F)F)C3=C(C=CC=C3F)F)C)=N1